(R)-2-(5-methyl-6-(4-(piperazin-1-yl)pyrimidin-2-yl)-6,7,8,9-tetrahydro-5H-pyrido[3',4':4,5]pyrrolo[2,3-c]pyridazin-3-yl)phenol C[C@H]1N(CCC2=C1C1=C(N=NC(=C1)C1=C(C=CC=C1)O)N2)C2=NC=CC(=N2)N2CCNCC2